(R)-2,2-dimethyl-N-(5-methyl-5-azaspiro[2.4]hept-7-yl)-3-((3-methylpyridin-2-yl)oxy)propanamide CC(C(=O)N[C@H]1CN(CC12CC2)C)(COC2=NC=CC=C2C)C